tert-butyl 3-[2-[4-[(3R,5R)-5-[(6-bromo-5-oxo-thiazolo[3,2-a]pyrimidin-7-yl)amino]-1-methyl-3-piperidyl]phenoxy]ethoxy]piperidine-1-carboxylate BrC1=C(N=C2N(C1=O)C=CS2)N[C@@H]2C[C@@H](CN(C2)C)C2=CC=C(OCCOC1CN(CCC1)C(=O)OC(C)(C)C)C=C2